C1=CC=C2C(=C1)C=NC3=C2C(=CC=C3)O phenanthridinol